N1CC(C1)C=1OC(=NN1)C1(CC1)C(F)(F)F 2-(azetidin-3-yl)-5-[1-(trifluoromethyl)cyclopropyl]-1,3,4-oxadiazole